(S)-ethyl 2-(2-((5-(3-(1-aminoethyl)phenyl)-2-methylbenzofuran-3-yl)methoxy)-4-methoxyphenyl)acetate N[C@@H](C)C=1C=C(C=CC1)C=1C=CC2=C(C(=C(O2)C)COC2=C(C=CC(=C2)OC)CC(=O)OCC)C1